CC1=NC(=C2NC=NC2=N1)C 2,6-dimethyl-purine